methyl 5-(8-(7-ethyl-1,3-dimethyl-2-oxo-1,2-dihydroquinolin-5-yl)isoquinolin-3-yl)picolinate C(C)C1=CC(=C2C=C(C(N(C2=C1)C)=O)C)C=1C=CC=C2C=C(N=CC12)C=1C=CC(=NC1)C(=O)OC